Methyl 5-(2,4-difluorophenylcarbamoyl)-1-(2,2-dimethoxyethyl)-3-methoxy-4-oxo-1,4-dihydropyridine-2-carboxylate FC1=C(C=CC(=C1)F)NC(=O)C=1C(C(=C(N(C1)CC(OC)OC)C(=O)OC)OC)=O